O1CCN(CC1)C1=C(C=CC=C1)C1=C(C=CC=C1)C#CC1=NNC2=CC=C(C=C12)C(=O)N1CC2(C1)CNCCC2 (3-((2'-morpholino-[1,1'-biphenyl]-2-yl)ethynyl)-1H-indazol-5-yl)(2,6-diazaspiro[3.5]nonan-2-yl)methanone